N1C(=NC2=C1C=CC=C2)C=2C=C(C=CC2)NC(C2=CC(=C(C=C2)OCC2=CC=C(C=C2)Cl)OC)=O N-[3-(1H-1,3-Benzodiazol-2-yl)phenyl]-4-[(4-chlorophenyl)methoxy]-3-methoxybenzamid